FC1=CC=C(C=C1)N1C(=C(C2=C(C=CC=C12)O)CC1=CC=C(C(=O)O)C=C1)C1CCOCC1 4-[[1-(4-fluorophenyl)-4-hydroxy-2-tetrahydropyran-4-yl-indol-3-yl]methyl]benzoic acid